(3-bromo-2-fluorophenyl)(cyclopropyl)methanol BrC=1C(=C(C=CC1)C(O)C1CC1)F